2,3-mercaptopropanol C(C(CS)S)O